(S)-2-(5-(ethoxycarbonyl)-4-(4-((4-phenylpyridin-2-yl)carbamoyl)phenyl)-1H-imidazol-2-yl)piperidine-1-carboxylic acid tert-butyl ester C(C)(C)(C)OC(=O)N1[C@@H](CCCC1)C=1NC(=C(N1)C1=CC=C(C=C1)C(NC1=NC=CC(=C1)C1=CC=CC=C1)=O)C(=O)OCC